2-methoxy-10-(2-phenylindolizin-3-yl)-10H-phenothiazine COC1=CC=2N(C3=CC=CC=C3SC2C=C1)C1=C(C=C2C=CC=CN12)C1=CC=CC=C1